CC=1N=CC(=NC1NS(=O)(=O)C)C=1C=C(C(=O)NC2=CC=C(C=C2)COC(C)C2=CC=CC=C2)C=CC1 3-(5-Methyl-6-(methylsulfonamido)pyrazin-2-yl)-N-(4-((1-phenylethoxy)methyl)phenyl)-benzamide